6-(2-methyltetrazol-5-yl)pyridin CN1N=C(N=N1)C1=CC=CC=N1